ClC1=CC=C(C=C1)C(=O)C1=CC=C(C=C1)SCCCCCCCCCCCC (4-chlorophenyl)-(4-dodecylthio-phenyl)-methanone